3-((2,3-dihydrobenzo[b][1,4]dioxin-6-yl)amino)propanenitrile O1C2=C(OCC1)C=C(C=C2)NCCC#N